C(CC(CCC)O)O hexane-1,3-diol